4,5,8,9,23-pentaazapentacyclo[19.3.1.02,6.08,12.013,18]pentacosa-1(24),2(6),3,9,11,13,15,17,21(25),22-decaen-22-amine C=12C=3C=NNC3CN3N=CC=C3C3=CC=CC=C3CCC(C(=NC1)N)=C2